2-[[1-(5-chloro-2-pyridyl)-4-methyl-pyrazol-3-yl]amino]-N-(3-hydroxy-2,6-dimethyl-phenyl)thiazole-5-carboxamide ClC=1C=CC(=NC1)N1N=C(C(=C1)C)NC=1SC(=CN1)C(=O)NC1=C(C(=CC=C1C)O)C